(2,6-difluorophenyl)-3,5-dimethoxy-gamma-oxophenylbutyric acid FC1=C(C(=CC=C1)F)C(C(=O)O)(CC=O)C1=CC(=CC(=C1)OC)OC